N1[C@@H](COCC1)COC=1C=C2CN(C(C2=CC1)=O)C1C(NC(CC1)=O)=O 3-(5-(((S)-morpholin-3-yl)methoxy)-1-oxoisoindolin-2-yl)piperidine-2,6-dione